6-amino-5-nitropyridine-3-sulfonic acid NC1=C(C=C(C=N1)S(=O)(=O)O)[N+](=O)[O-]